1,2-bis(acryloxyethylthioethylthio)ethane C(C=C)(=O)OCCSCCSCCSCCSCCOC(C=C)=O